ClC1=NC(=NC(=C1C1OCCO1)Cl)C 4,6-dichloro-5-(1,3-dioxolan-2-yl)-2-methyl-pyrimidine